C(CC)(=O)OC1=CC=NC=C1 pyridine-4-Yl propionate